NC(C(=O)NC1CCC=2C=3C1=C1C(=NC3C=C(C2C)F)C2=CC3=C(C(N2C1)=O)COC(C3(O)CC)=O)CO 2-amino-N-(9-ethyl-5-fluoro-9-hydroxy-4-methyl-10,13-dioxo-2,3,9,10,13,15-hexahydro-1H,12H-benzo[de]pyrano[3',4':6,7]indolizino[1,2-b]quinolin-1-yl)-3-hydroxypropanamide